NC(C)(C)C1=CC(=NC(=C1)C1=CC=C(C=C1)F)OC1[C@@H]2CN(C[C@H]12)C(=O)C=1C(=NN(C1)C1=NC=CC=N1)C(F)(F)F ((1R,5S,6s)-6-((4-(2-aminopropan-2-yl)-6-(4-fluorophenyl)pyridin-2-yl)oxy)-3-azabicyclo[3.1.0]hexan-3-yl)(1-(pyrimidin-2-yl)-3-(trifluoromethyl)-1H-pyrazol-4-yl)methanone